C(#N)C(CNC=1C(=CC=C2C=CC(=CC12)C1=CC=CC(=N1)C(=O)NC1CCC(CC1)O)OC)=C 6-{8-[(2-cyano-2-methylideneethyl)amino]-7-methoxynaphthalen-2-yl}-N-[(1r,4r)-4-hydroxycyclohexyl]pyridine-2-carboxamide